COC(\C=C\CN1C(N(C2=CC=C(C=C2C1=O)S(NC1(COC1)C)(=O)=O)CC1COC1)=O)=O (2E)-4-{6-[(3-Methyloxetan-3-yl)sulfamoyl]-1-(oxetan-3-ylmethyl)-2,4-dioxoquinazolin-3-yl}but-2-enoic acid methyl ester